2-ethylhexanoyl-glutamic butylamide C(CCC)NC([C@@H](NC(C(CCCC)CC)=O)CCC(=O)O)=O